6-(3-Isopropyl-5-(1-isopropylpiperidin-3-yl)-1H-indol-2-yl)-8-methoxy-[1,2,4]triazolo[1,5-a]pyridin C(C)(C)C1=C(NC2=CC=C(C=C12)C1CN(CCC1)C(C)C)C=1C=C(C=2N(C1)N=CN2)OC